isopropyl (methyl) ketone CC(=O)C(C)C